O1C(C=CC=C1)C1(NCC2=CC=CC=C12)C pyran-2-yl-(methyl)isoindoline